Cl.CS(=O)(=O)C1=C(C=CC=C1)C1(CC1)N 1-(2-(methylsulfonyl)phenyl)cyclopropane-1-amine hydrochloride